COC(CC1=NC=NC(=C1OC)N(CC1=C(C=C(C=C1)OC)OC)CC1=C(C=C(C=C1)OC)OC)=O (6-(bis(2,4-dimethoxybenzyl)amino)-5-methoxypyrimidin-4-yl)acetic acid methyl ester